FP(O)(O)=O.CC(C(=O)O)CCCCCC\C=C/C\C=C/C\C=C/CC methyl-alpha-linolenic acid fluorophosphonate